FC(C(F)(F)F)(OC(C(S(=O)(=O)[O-])(F)F)(F)F)F 2-pentafluoroethoxy-1,1,2,2-tetrafluoroethanesulfonate